Ethyl 2-((4-((R)-3-methyl-4-(m-tolyl)piperazine-1-carbonyl)-2-nitrophenyl)sulfinyl)acetate C[C@@H]1CN(CCN1C=1C=C(C=CC1)C)C(=O)C1=CC(=C(C=C1)S(=O)CC(=O)OCC)[N+](=O)[O-]